(tert-butyl)-N-(2-methyl-4-(6-(1-methyl-1H-pyrazol-4-yl)pyrazolo[1,5-a]pyrazin-4-yl)benzyl)-1H-pyrazole-3-carboxamide C(C)(C)(C)N1N=C(C=C1)C(=O)NCC1=C(C=C(C=C1)C=1C=2N(C=C(N1)C=1C=NN(C1)C)N=CC2)C